3-(4-((S)-3-(Aminomethyl)pyrrolidin-1-yl)-1-oxoisoindolin-2-yl)piperidine-2,6-dione NC[C@H]1CN(CC1)C1=C2CN(C(C2=CC=C1)=O)C1C(NC(CC1)=O)=O